6-but-3-enyl-4-[4-chloro-3-(morpholine-4-carbonyl)phenyl]-2-methyl-1H-pyrrolo[2,3-c]pyridin-7-one C(CC=C)N1C(C2=C(C(=C1)C1=CC(=C(C=C1)Cl)C(=O)N1CCOCC1)C=C(N2)C)=O